(3-Aminobicyclo[1.1.1]pent-1-yl)methanol methyl-5-hydroxy-6-oxopyran-2-carboxylate CC1=C(OC(C(=C1)O)=O)C(=O)OCC12CC(C1)(C2)N